FC(C=1N=C(OC1C(=O)N1[C@@H](C2=C(CC1)NC=N2)C=2OC1=C(N2)C(=CC=C1C)F)C(C)(C)O)F (S)-(4-(difluoromethyl)-2-(2-hydroxypropan-2-yl)oxazol-5-yl)(4-(4-fluoro-7-methylbenzo[d]oxazol-2-yl)-6,7-dihydro-1H-imidazo[4,5-c]pyridin-5(4H)-yl)methanone